dimethyl-diphenylmethylene(cyclopentadienyl)(fluorenyl)hafnium CC=1C(=C(C=CC1)C(C1=CC=CC=C1)=[Hf](C1=CC=CC=2C3=CC=CC=C3CC12)C1C=CC=C1)C